N1(CCCCC1)S(=O)(=O)C1=CC=C(C(=O)O)C=C1 4-(piperidin-1-ylsulfonyl)benzoic acid